N-(2-(1-(3-(2,4-dioxotetrahydropyrimidin-1(2H)-yl)benzyl)piperidin-4-yl)-6-(2-hydroxypropane-2-yl)-2H-indazol-5-yl)-6-(trifluoromethyl)nicotinamide O=C1N(CCC(N1)=O)C=1C=C(CN2CCC(CC2)N2N=C3C=C(C(=CC3=C2)NC(C2=CN=C(C=C2)C(F)(F)F)=O)C(C)(C)O)C=CC1